N1N=CC(=C1)OB(O)O 4-pyrazolylboric acid